O1CCN(CC1)C1=CC=CC(=N1)N1CC2(C1)CN(CC2)C(C=C)=O 1-(2-(6-Morpholinopyridin-2-yl)-2,6-diazaspiro[3.4]octan-6-yl)prop-2-en-1-one